1-isocyanato-2-isocyanatomethyl-cyclopentane N(=C=O)C1C(CCC1)CN=C=O